COC1=CC=C(C=N1)C=1C(=NC=CC1)N1SC2=C(C1=O)C=CC=C2 2-(6'-methoxy-[3,3'-bipyridin]-2-yl)benzo[d]isothiazol-3(2H)-one